(3α,5β,6α)-6-ethyl-3-hydroxy-7-oxo-cholan-24-oic acid ethyl ester C(C)OC(CC[C@@H](C)[C@H]1CC[C@H]2[C@@H]3C([C@@H]([C@@H]4C[C@@H](CC[C@]4(C)[C@H]3CC[C@]12C)O)CC)=O)=O